C(C)(C)(C)OC(N(C)CCOC1=CC(=CC(=C1)C#N)Br)=O.ClC1=NC=C(C(=N1)C)C1=C(C=C(C=C1)NC(CC1=C(C=CC=C1)Cl)=O)S(N=CN(C)C)(=O)=O N-[4-(2-chloro-4-methylpyrimidin-5-yl)-3-{[(dimethylamino)methylidene]sulfamoyl}phenyl]-2-(2-chlorophenyl)acetamide tert-Butyl-[2-(3-bromo-5-cyanophenoxy)ethyl]methylcarbamate